2-(8-fluoro-2-methylimidazo[1,2-a]pyridin-6-yl)-6-(piperidin-4-yl)thieno[2,3-c]pyridin-7(6H)-one FC=1C=2N(C=C(C1)C1=CC3=C(C(N(C=C3)C3CCNCC3)=O)S1)C=C(N2)C